C(CC)C1(C=CC=C1)[Hf]C1(C=CC=C1)CCC Bis(propylcyclopentadienyl)hafnium